glycerol bisacetate C(C)(=O)OCC(OC(C)=O)CO